4-((3'-Chloro-5'-cyano-4-(4-fluorophenoxy)-[1,1'-biphenyl]-3-carboxamido)methyl)benzoic acid ClC=1C=C(C=C(C1)C#N)C1=CC(=C(C=C1)OC1=CC=C(C=C1)F)C(=O)NCC1=CC=C(C(=O)O)C=C1